4-[(1S)-1-({[5-chloro-2-(2,3-dimethylphenoxy)pyridin-3-yl]carbonyl}amino)ethyl]benzoic acid ClC=1C=C(C(=NC1)OC1=C(C(=CC=C1)C)C)C(=O)N[C@@H](C)C1=CC=C(C(=O)O)C=C1